lithium bis(fluorosuccinimide) FC1C(=O)NC(C1)=O.FC1C(=O)NC(C1)=O.[Li]